CC(C(=O)C1=CC=C(C=C1)SC)(C)N1CCOCC1 2-methyl-1-(4-(methylthio)phenyl)-2-morpholino-propane-1-on